OC1=C(C(=O)N(CCC)C2=C(C=CC=C2)N2CCOCC2)C=C(C(=C1)O)C(C)C 2,4-dihydroxy-5-isopropyl-N-(2-morpholinylphenyl)-N-propylbenzamide